CC1(CCN(CC1)C=1OC2=C(C=C(C=C2C(C1)=O)C)C(C)NC1=C(C(=O)O)C=CC=C1C)C 2-((1-(2-(4,4-dimethylpiperidin-1-yl)-6-methyl-4-oxo-4H-chromen-8-yl)ethyl)amino)-3-methylbenzoic acid